FC(N1N=CC(=C1)C#CC=1C(=CC(=NC1)NC1=NC(=C(C=C1)[N+](=O)[O-])C1=C(C=CC=C1OC)F)N1C[C@H](CCC1)O)F (3S)-1-(5-((1-(difluoromethyl)-1H-pyrazol-4-yl)ethynyl)-2-((6-(2-fluoro-6-methoxyphenyl)-5-nitropyridin-2-yl)amino)pyridin-4-yl)piperidin-3-ol